CC1=NC(=CC(=C1)C=1NC2=CC=C(C=C2C1C(C)C)C1CCN(CC1)CC(=O)N(C)CC)C 2-(4-(2-(2,6-dimethylpyridin-4-yl)-3-isopropyl-1H-indol-5-yl)piperidin-1-yl)-N-ethyl-N-methylacetamide